5-{4-amino-5-[(4,4-difluoropiperidin-1-yl)methyl]pyrrolo[2,1-f][1,2,4]triazin-7-yl}-N-[(3R,4S)-1-(3-chloropyridine-4-carbonyl)-4-fluoropyrrolidin-3-yl]-2-methoxypyridine-3-carboxamide NC1=NC=NN2C1=C(C=C2C=2C=C(C(=NC2)OC)C(=O)N[C@@H]2CN(C[C@@H]2F)C(=O)C2=C(C=NC=C2)Cl)CN2CCC(CC2)(F)F